C1CCCC12C(NCCC2=O)=O 7-azaspiro[4.5]decane-6,10-dione